3-((2-amino-3-chloropyridin-4-yl)thio)-6-bromopyrazin-2-amine NC1=NC=CC(=C1Cl)SC=1C(=NC(=CN1)Br)N